6-(4-methoxyphenyl)imidazo[2,1-b]thiazole COC1=CC=C(C=C1)C=1N=C2SC=CN2C1